CC1N(CCC1)C (3R,4R)-dimethyl-pyrrolidine